5-(benzo[d]thiazol-6-yl)-1-(6-methylpyridin-2-yl)-1H-pyrazol-3-amine S1C=NC2=C1C=C(C=C2)C2=CC(=NN2C2=NC(=CC=C2)C)N